7-chloro-3-(3-chloropropyl)-1H-4,2,1-benzooxathiazine 2,2-dioxide ClC1=CC2=C(OC(S(N2)(=O)=O)CCCCl)C=C1